COC(C1=CC=C(C=C1)C=1C(=NC=C(C1)C1=CC=C(C=C1)CN1CCOCC1)N)=O 4-(2-amino-5-(4-(morpholinomethyl)phenyl)pyridin-3-yl)benzoic acid methyl ester